2-methyl-2'-(trifluoromethyl)-4'H-spiro[indoline-3,3'-quinoline] CC1NC2=CC=CC=C2C12C(=NC1=CC=CC=C1C2)C(F)(F)F